ClC1=NC=C(C(=N1)NC1COCC1COC1=C(C(=CC=C1)OC)[N+](=O)[O-])C(F)(F)F 2-chloro-N-(4-((3-methoxy-2-nitrophenoxy)methyl)tetrahydrofuran-3-yl)-5-(trifluoromethyl)pyrimidin-4-amine